ClC=1C=C(C=CC1OC1=NC=CC(=N1)C)C1=C(N(C=2N=CN=C(C21)N)C)C=2C=NC(=C(C2C)F)C#C 5-(3-chloro-4-((4-methylpyrimidin-2-yl)oxy)phenyl)-6-(6-ethynyl-5-fluoro-4-methylpyridin-3-yl)-7-methyl-7H-pyrrolo[2,3-d]pyrimidin-4-amine